(S)-6-(1-(1-((4-(fluoromethyl)phenyl)methyl-d2)-2-oxopyrrolidin-3-yl)piperidin-4-yl)benzo[d]oxazol-2(3H)-one FCC1=CC=C(C=C1)C(N1C([C@H](CC1)N1CCC(CC1)C1=CC2=C(NC(O2)=O)C=C1)=O)([2H])[2H]